CC=1SC=2CN(C=3C(=NC=CC3C2N1)NC(=O)C1CC1)C N-(2,5-dimethyl-4,5-dihydrothiazolo[5,4-c][1,7]naphthyridin-6-yl)cyclopropanecarboxamide